CN1C(=NC(=C1)NC(=O)C=1N(C=C(C1)NC(=O)C=1N(C=C(C1)NC(=O)C=1N(C=CN1)C)C)C)C(=O)O 1-methyl-4-(1-methyl-4-(1-methyl-4-(1-methyl-1H-imidazole-2-carboxamido)-1H-pyrrole-2-carboxamido)-1H-pyrrole-2-carboxamido)-1H-imidazole-2-carboxylic acid